5-cyano-6-methyl-2-morpholinonicotinic acid C(#N)C=1C(=NC(=C(C(=O)O)C1)N1CCOCC1)C